BrC=1C=C(C(=NC1)N1CC(CC1)N1CCCCC1)[N+](=O)[O-] 5-Bromo-3-nitro-2-(3-(piperidin-1-yl)pyrrolidin-1-yl)pyridine